(4-[2-(bis-carboxymethylamino)-ethyl]-7-carboxymethyl-[1,4,7]triazonan-1-yl)acetic acid C(=O)(O)CN(CCN1CCN(CCN(CC1)CC(=O)O)CC(=O)O)CC(=O)O